2-naphthalamide C1=C(C=CC2=CC=CC=C12)C(=O)N